ClC1=NN2C(N=CC3=C2[C@@](CN3C(=O)NC3=CC(=NC(=C3)C(F)(F)F)[C@H](C)O)(C(F)(F)F)C)=C1 (R)-2-chloro-N-(2-((S)-1-hydroxyethyl)-6-(trifluoromethyl)pyridin-4-yl)-8-methyl-8-(trifluoromethyl)-7,8-dihydro-6H-pyrazolo[1,5-a]pyrrolo[2,3-e]pyrimidine-6-carboxamide